O=C1N(CC2=C(C=CC=C12)NC1=NC(=NC=C1)NCC(N1CCC(CC1)N1N=CC(=C1)C1=NC2=CC=CC=C2N=C1)=O)C1C(NC(CC1)=O)=O 3-(1-oxo-4-((2-((2-oxo-2-(4-(4-(quinoxalin-2-yl)-1H-pyrazol-1-yl)piperidin-1-yl)ethyl)amino)pyrimidin-4-yl)amino)isoindolin-2-yl)piperidine-2,6-dione